2-((4-amino-2-(2-methoxyethyl)-1H-imidazo[4,5-c]quinolin-1-yl)methyl)-2-methylpropane-1,3-diol NC1=NC=2C=CC=CC2C2=C1N=C(N2CC(CO)(CO)C)CCOC